(R)-N-((R)-(3-chloro-2,4-difluorophenyl)((1R,3s,5S)-6,6-difluorobicyclo[3.1.0]hexan-3-yl)methyl)-2-methyl-3-oxopiperazine-1-carboxamide ClC=1C(=C(C=CC1F)[C@H](NC(=O)N1[C@@H](C(NCC1)=O)C)C1C[C@H]2C([C@H]2C1)(F)F)F